FC1=C(C=CC=C1)C#CC=1C=C2CCC(C2=CC1)N1CCC(CC1)C(=O)OC methyl 1-(5-((2-fluorophenyl)ethynyl)-2,3-dihydro-1H-inden-1-yl)piperidine-4-carboxylate